ClC1=C(C(=CC=C1)C)NC(=O)C1=CN=C(S1)NC1=CC(=NC(=N1)C)N1CCN(CC1)CC(=O)O 2-(4-(6-((5-((2-chloro-6-methylphenyl)carbamoyl)thiazol-2-yl)amino)-2-methylpyrimidin-4-yl)piperazin-1-yl)acetic acid